BrC1=C(C=C2C(OCC2=C1)C(F)(F)F)C#N 6-bromo-3-trifluoromethyl-1,3-dihydroisobenzofuran-5-carbonitrile